O(C1=CC=CC=C1)C=1C=C(CC=2NC3=C(C=NC=4C=CC=CC34)N2)C=CC1 2-(3-Phenoxybenzyl)-1H-imidazo[4,5-c]quinoline